FC1(CN(C1)C1=CC=C(C=N1)C=1N=C2SCCCN2C(C1C#N)=O)F 8-[6-(3,3-difluoroazetidin-1-yl)pyridin-3-yl]-6-oxo-2H,3H,4H,6H-pyrimido[2,1-b][1,3]thiazine-7-carbonitrile